8-cyclopentyloxycarbonylmethyloxycarbonyl-tetracyclo[4.4.0.12,5.17,10]-3-dodecene C1(CCCC1)OC(=O)COC(=O)C1C2C3C4C=CC(C3C(C1)C2)C4